5-amino-3-[2-(6-chloro-1-cyclopropyl-1,3-benzodiazol-5-yl)ethynyl]-1-[(3S,5R)-5-(hydroxymethyl)-1-(prop-2-enoyl)pyrrolidin-3-yl]Pyrazole-4-carboxamide NC1=C(C(=NN1[C@@H]1CN([C@H](C1)CO)C(C=C)=O)C#CC1=CC2=C(N(C=N2)C2CC2)C=C1Cl)C(=O)N